2-(4,6-dichloro-2-methyl-1h-indol-3-yl)ethanamine ClC1=C2C(=C(NC2=CC(=C1)Cl)C)CCN